C1=CC=CC=2NC=3C=C4C(=CC3CC12)NC1=CC=CC=C1C4 5,7,12,14-tetrahydroquinolino[2,3-b]acridine